OC=1C=C(C=C(C1)C=1C=NN(C1)C)[C@@H](C)NC(OC(C)(C)C)=O tert-butyl N-[(1R)-1-[3-hydroxy-5-(1-methylpyrazol-4-yl)phenyl]ethyl]carbamate